3-methyl-1-(prop-2-en-1-yl)-1H-pyrazol-4-ol CC1=NN(C=C1O)CC=C